O=C1N(C=NC2=CC(=CC=C12)C=1C=NNC1C(F)(F)F)CC=1C=C(C(=O)NCC2=CC=NC=C2)C=CC1 3-((4-oxo-7-(5-(trifluoromethyl)-1H-pyrazol-4-yl)quinazolin-3(4H)-yl)methyl)-N-(pyridin-4-ylmethyl)benzamide